C1(CC1)C(=O)NC1=CC(=C(N=N1)C(=O)NC([2H])([2H])[2H])NC1=C(C(=CC=C1)C1=NN(N=C1C)C)OC 6-(cyclopropane-carboxamido)-4-((3-(2,5-dimethyl-2H-1,2,3-triazol-4-yl)-2-methoxyphenyl)amino)-N-(methyl-d3)pyridazine-3-carboxamide